1-[6-chloro-3-[(2S,4R)-4-(difluoromethyl)tetrahydrofuran-2-yl]-2-pyridyl]-5-methyl-pyrazole-3-carbonitrile ClC1=CC=C(C(=N1)N1N=C(C=C1C)C#N)[C@H]1OC[C@@H](C1)C(F)F